ClC=1C(=CC(=C(OC=2C=C(C=CC2)S(=NC(C(F)(F)F)=O)(=O)C(C)C)C1)C)N=CN(C)CC N-((3-(5-chloro-4-(((ethyl(methyl)amino)methylene)amino)-2-methylphenoxy)phenyl)(isopropyl)(oxo)-λ6-sulfaneylidene)-2,2,2-trifluoroacetamide